4-IODO-2-THIOPHENECARBALDEHYDE IC=1C=C(SC1)C=O